acryl-butoxide C(=O)(C=C)C([O-])CCC